(2S,4r)-N-[2-[4-(cyclopentanecarbonyl)piperazin-1-yl]ethyl]-1-[(2S)-2-(4-cyclopropyltriazol-1-yl)-3,3-dimethyl-butyryl]-4-hydroxy-pyrrolidine-2-carboxamide C1(CCCC1)C(=O)N1CCN(CC1)CCNC(=O)[C@H]1N(C[C@@H](C1)O)C([C@H](C(C)(C)C)N1N=NC(=C1)C1CC1)=O